N-[5-[(3,5-difluorophenyl)methyl]-1H-indazol-3-yl]-4-[4-(2,2-dimethoxyethyl)piperazin-1-yl]-2-(tetrahydropyran-4-ylamino)benzamide FC=1C=C(C=C(C1)F)CC=1C=C2C(=NNC2=CC1)NC(C1=C(C=C(C=C1)N1CCN(CC1)CC(OC)OC)NC1CCOCC1)=O